C[N+]1(CCOCC1)[O-] N-methylmorpholine-N-Oxide